4-amino-3-(3-cyano-4-((4-methylpyrimidin-2-yl)oxy)phenyl)-2-(4-methacrylamido-2-methylphenyl)thieno[3,2-c]pyridine-7-carboxamide NC1=NC=C(C2=C1C(=C(S2)C2=C(C=C(C=C2)NC(C(=C)C)=O)C)C2=CC(=C(C=C2)OC2=NC=CC(=N2)C)C#N)C(=O)N